N-[4-[(6,7-Dimethoxy-1,5-naphthyridin-4-yl)oxy]-3-fluoro-phenyl]-4-hydroxy-2,6-dimethyl-5-(5-methyl-2-furyl)pyridine-3-carboxamide COC=1N=C2C(=CC=NC2=CC1OC)OC1=C(C=C(C=C1)NC(=O)C=1C(=NC(=C(C1O)C=1OC(=CC1)C)C)C)F